Cl.CN(CCCN=C=NCC)C 1-(3-Dimethylaminopropyl)-3-ethyl-carbodiimide Hydrochloride